FC1CCCS(OC1)(=O)=O 6-fluorooxathiepane 2,2-dioxide